C(C)OC(=O)C1N(NC(C1)=O)C1=NC=CC=C1Cl 2-(3-chloro-2-pyridinyl)-5-oxo-3-pyrazolidinecarboxylic acid ethyl ester